3-(5-Amino-6-(2H-tetrazol-5-yl)pyrazin-2-yl)-N-(4-cyanobicyclo[2.1.1]hexan-1-yl)-4-methylbenzenesulfonamide Trifluoroacetate Salt FC(C(=O)O)(F)F.NC=1N=CC(=NC1C=1N=NNN1)C=1C=C(C=CC1C)S(=O)(=O)NC12CCC(C1)(C2)C#N